hydroxy-C6-[4-(morpholin-4-ylmethyl)phenyl]indazole-4-carboxamide OC1=NNC=2C=C(C=C(C12)C(=O)N)C1=CC=C(C=C1)CN1CCOCC1